COC(=O)N1CCC2(C[C@@H](OC2=O)CCN2[C@H](CN(CC2)C2=CC=C(C=C2)F)C)CC1 (R)-3-(2-((S)-4-(4-fluorophenyl)-2-methylpiperazin-1-yl)ethyl)-1-oxo-2-oxa-8-azaspiro[4.5]decane-8-carboxylic acid methyl ester